CC1C(CCCC1)S 2-methyl-cyclohexyl mercaptan